2-aminospirobifluorene (4-methylthiazol-5-yl)methyl-methanesulfonate CC=1N=CSC1CCS(=O)(=O)O.NC=1C2(C3=CC4=CC=CC=C4C3=CC1)C=CC=C1C3=CC=CC=C3C=C12